C(CCCCCCCCCC)(=O)OC=C vinyl undecylate